benzyl (1R,3R)-1-((tert-butoxycarbonyl) amino)-3-(trifluoromethyl)-8-azaspiro[4.5]decane-8-carboxylate C(C)(C)(C)OC(=O)N[C@@H]1C[C@@H](CC12CCN(CC2)C(=O)OCC2=CC=CC=C2)C(F)(F)F